3,5-bis[(methoxymethyl)oxy]4-isopropyl-benzyl alcohol COCOC=1C=C(CO)C=C(C1C(C)C)OCOC